CN(C1=C(C=C(C=C1C(F)(F)F)[N+](=O)[O-])[N+](=O)[O-])C1=C(C=C(C=C1Br)Br)Br N-methyl-2,4-dinitro-6-(trifluoromethyl)-N-(2',4',6'-tribromophenyl)aniline